7-fluoro-1,4-dihydro-3(2H)-isoquinolinone FC1=CC=C2CC(NCC2=C1)=O